FC1=CC=C(C=C1)C(=C)C1=NNC=C1 3-(1-(4-fluorophenyl)vinyl)-1H-pyrazole